ClC1=C(C=C(C=C1)F)N=C(N)C1=C(C=2N(N=C1)C=C(C2)C)N[C@H]2C[C@H](CC2)NCCC N'-(2-chloro-5-fluoro-phenyl)-6-methyl-4-[[(1R,3S)-cis-3-(propylamino)cyclopentyl]amino]pyrrolo[1,2-b]pyridazine-3-carboxamidine